N1(CCC1)S(=O)(=O)C=1C=C(C=CC1)C1(NC(=NC(=N1)NC(C)C)C1=NC(=CC=C1)Cl)N 2-(3-(azetidin-1-ylsulfonyl)phenyl)-6-(6-chloropyridin-2-yl)-N4-Isopropyl-1,3,5-triazine-2,4-diamine